3-(5,6-dichloro-1H-benzo[d]imidazol-2-yl)-4-methyl-4-propylcyclopent-2-en-1-one ClC1=CC2=C(NC(=N2)C2=CC(CC2(CCC)C)=O)C=C1Cl